(S)-5-(2-amino-1H-benzo[d]imidazol-1-yl)-2-((tert-butoxycarbonyl)amino)pentanoic acid NC1=NC2=C(N1CCC[C@@H](C(=O)O)NC(=O)OC(C)(C)C)C=CC=C2